C(CCCCCCCCCCCCCCC)(=O)OC(CC=CC=C)CCC 6-nonadienyl hexadecanoate